tert-butyl 3-(1-((3-(2-azidoethoxy)-5,7-dimethyladamantan-1-yl)methyl)-5-methyl-1H-pyrazol-4-yl)-6-(8-(thiazolo[5,4-b]pyridin-2-ylcarbamoyl)-3,4-dihydroisoquinolin-2(1H)-yl)picolinate N(=[N+]=[N-])CCOC12CC3(CC(CC(C1)(C3)C)(C2)C)CN2N=CC(=C2C)C=2C(=NC(=CC2)N2CC3=C(C=CC=C3CC2)C(NC=2SC3=NC=CC=C3N2)=O)C(=O)OC(C)(C)C